N-(4-Oxo-2-pyrrolidin-1-yl-4H-quinazolin-3-yl)-3-phenylpropionamide O=C1N(C(=NC2=CC=CC=C12)N1CCCC1)NC(CCC1=CC=CC=C1)=O